FC(N1N=C(N=N1)[C@H](N1CCN(CC1)C(=O)C1=NC=CC(=C1)C=1OC2=C(N1)C=C(C=C2)C=2C=NN(C2C)C)C2=CC=CC=C2)F |r| (R/S)-(4-((2-(difluoromethyl)-2H-tetrazol-5-yl)(phenyl)methyl)piperazin-1-yl)(4-(5-(1,5-dimethyl-1H-pyrazol-4-yl)benzo[d]oxazol-2-yl)pyridin-2-yl)methanone